(R)-4-((4-cyclohexylphenyl)amino)-2-(2-methylmorpholino)pyrido[2,3-d]pyrimidine 8-oxide C1(CCCCC1)C1=CC=C(C=C1)NC=1C2=C(N=C(N1)N1C[C@H](OCC1)C)[N+](=CC=C2)[O-]